COC=1C(OC(=CC1N[C@@]1(COCC1)COC)C(=O)NC=1SC(=NN1)N1N=CC=C1C)=O (R)-3-methoxy-4-((3-(methoxymethyl)tetrahydrofuran-3-yl)amino)-N-(5-(5-methyl-1H-pyrazol-1-yl)-1,3,4-thiadiazol-2-yl)-2-oxo-2H-pyran-6-carboxamide